C1(=C(O)C(=CC=C1)CC(CCC(=O)O)=O)OC.C1(=CC=CC=C1)O.C1(=CC=CC=C1)O bisphenol (guaiacollevulinate)